ClC=1C(=NC=C(C1)OC=1N=C(SC1C1=NC(=NC=C1)N[C@@H]1CNC[C@H](C1)F)C)NS(=O)(=O)CC(F)(F)F N-[3-Chloro-5-[5-[2-[[(3S,5S)-5-fluoro-3-piperidyl]amino]pyrimidin-4-yl]-2-methyl-thiazol-4-yl]oxy-2-pyridyl]-2,2,2-trifluoro-ethanesulfonamide